S1C(=CC=C1)C=CC=1SC=CC1 1,2-bis(2-thienyl)ethylene